3''-chloro-5'-cyclopropyl-4''-((3,5-difluoropyridine-2-yl)methoxy)-3-(2-hydroxypropane-2-yl)-6''-methyl-2H,2''H-[1,2':4',1''-terpyridine] ClC=1CN(C(=CC1OCC1=NC=C(C=C1F)F)C)C1=CC(=NC=C1C1CC1)N1CC(=CC=C1)C(C)(C)O